C(#N)C=1C=C(C=CC1)C=1N=C(SC1C1=CC(=NC(=C1)C)C)NC(=O)N1CCC2(CN(CCO2)C(=O)OC(C)(C)C)CC1 tert-butyl 9-[[4-(3-cyanophenyl)-5-(2,6-dimethyl-4-pyridyl)thiazol-2-yl]carbamoyl]-1-oxa-4,9-diazaspiro[5.5]undecane-4-carboxylate